(R)-3-methyl-5-(4-((3-(4-methyl-1-oxo-1,3-dihydroisobenzofuran-5-yl)piperazin-1-yl)methyl)-1H-1,2,3-triazol-1-yl)benzo[d]oxazol-2(3H)-one CN1C(OC2=C1C=C(C=C2)N2N=NC(=C2)CN2C[C@H](NCC2)C=2C(=C1COC(C1=CC2)=O)C)=O